The molecule is a beta-D-glucoside that is the 2-azidoethyl glycoside of a tetrasaccharide (Streptococcus pneumoniae serotype 14 tetrasaccharide) consisting of at the reducing end an N-acetyl-beta-D-glucosamine residue to which are linked (1->4) and (1->6) respectively a beta-D-glucose residue and a beta-D-galactosyl-(1->4)-beta-D-glucosyl disaccharide unit. It has a role as an antigen. It is a beta-D-glucoside, an azide and a tetrasaccharide derivative. CC(=O)N[C@@H]1[C@H]([C@@H]([C@H](O[C@H]1OCCN=[N+]=[N-])CO[C@H]2[C@@H]([C@H]([C@@H]([C@H](O2)CO)O[C@H]3[C@@H]([C@H]([C@H]([C@H](O3)CO)O)O)O)O)O)O[C@H]4[C@@H]([C@H]([C@@H]([C@H](O4)CO)O)O)O)O